1,3-dibenzyloxy-2-bromo-benzene C(C1=CC=CC=C1)OC1=C(C(=CC=C1)OCC1=CC=CC=C1)Br